tert-butyl 4-(6-(4-bromophenylamino)-2-(methylsulfonyl)pyrimidin-4-yl)piperazine-1-carboxylate BrC1=CC=C(C=C1)NC1=CC(=NC(=N1)S(=O)(=O)C)N1CCN(CC1)C(=O)OC(C)(C)C